C1(CCCCC1)OC(/C=C/C(=O)OCCC(=O)O)=O (E)-3-((4-(cyclohexyloxy)-4-oxobut-2-enoyl)oxy)propanoic acid